(R)-8-(4-acetylpiperazin-1-yl)-4-((1-(3-(difluoromethyl)-2-fluorophenyl)ethyl)amino)-6-(1-(fluoromethyl)cyclopropyl)-2-methylpyrido[4,3-d]pyrimidin-7(6H)-one C(C)(=O)N1CCN(CC1)C=1C(N(C=C2C1N=C(N=C2N[C@H](C)C2=C(C(=CC=C2)C(F)F)F)C)C2(CC2)CF)=O